isopropyl furyl ether O1C(=CC=C1)OC(C)C